8-methyl-6-(2-morpholinoethyl)-2-[4-(trifluoromethyl)-2-pyridinyl]-3H-quinazolin-4-one hydrochloride Cl.CC=1C=C(C=C2C(NC(=NC12)C1=NC=CC(=C1)C(F)(F)F)=O)CCN1CCOCC1